NC=1C(=NC(=CN1)C1=CC(=CC(=C1)C(F)(F)F)N1CCOCC1)C(=O)NC1=NC=CC=C1N1CCC(CC1)N 3-amino-N-(3-(4-aminopiperidin-1-yl)pyridin-2-yl)-6-(3-morpholino-5-(trifluoromethyl)phenyl)pyrazine-2-carboxamide